CC1=CC=C(O1)C(C#N)(\C=C\C1=CC=C(C=C1)[N+](=O)[O-])O[Si](C)(C)C (E)-2-(5-methylfuran-2-yl)-4-(4-nitrophenyl)-2-((trimethylsilyl)oxy)but-3-enenitrile